NC1=CC=C(C2=C1OCCO2)P(C)(C)=O (8-amino-2,3-dihydrobenzo[b][1,4]dioxin-5-yl)dimethyl-phosphine oxide